(2-(prop-1-en-2-yl)phenyl)urea C=C(C)C1=C(C=CC=C1)NC(=O)N